C(C)(C)N([C@@H](C)C(=O)O)P(=O)(OC1=CC=C(C=C1)C)OC1=CC=C(C=C1)[N+](=O)[O-].CC(=C(C(=O)O)C)C.C(C1=CC(O)=C(O)C(O)=C1)(=O)O gallic acid trimethyl-acrylate Isopropyl-((4-nitrophenoxy)(p-toluyloxy)phosphoryl)-L-alaninate